ClC1=CC(=C(COC2=CC=CC(=N2)C2CCN(CC2)CC=2N(C3=C(C(=NC(=C3)C(=O)O)OC(F)F)N2)C)C=C1)F 2-((4-(6-((4-Chloro-2-fluorobenzyl)oxy)pyridin-2-yl)piperidin-1-yl)methyl)-4-(difluoromethoxy)-1-methyl-1H-imidazo[4,5-c]pyridine-6-carboxylic acid